trityl-(R)-glycidyl ether C(C1=CC=CC=C1)(C1=CC=CC=C1)(C1=CC=CC=C1)OC[C@H]1CO1